BrC(C(=O)C=1C=NC(=CC1)Br)C 2-bromo-1-(6-bromo-3-pyridinyl)-1-propanone